COC1=CC(=C(C=C1)N1CCC(CC1)(C)COC)[N+](=O)[O-] 1-(4-methoxy-2-nitrophenyl)-4-(methoxymethyl)-4-methylpiperidine